((3-(dimethylamino)pyrrolidin-1-yl)methyl)benzaldehyde CN(C1CN(CC1)CC1=C(C=O)C=CC=C1)C